4-benzyl 1-tert-butyl 3-hydroxytetrahydropyrrolo[3,2-b]pyrrole-1,4(2H,5H)-dicarboxylate OC1C2C(N(C1)C(=O)OC(C)(C)C)CCN2C(=O)OCC2=CC=CC=C2